6-(1-((3R,5S)-1-Cyano-5-methylpyrrolidin-3-yl)-5-methyl-1H-pyrazol-4-yl)-4-methoxypyrazolo[1,5-a]pyridine-3-carbonitrile C(#N)N1C[C@@H](C[C@@H]1C)N1N=CC(=C1C)C=1C=C(C=2N(C1)N=CC2C#N)OC